4,5,6,7-tetrachloro-3'-(methyl(phenyl)amino)-3-oxo-3H-spiro[isobenzofuran-1,9'-xanthen]-6'-yl ((1S)-1,3-dihydroxy-1-(4-nitrophenyl)propan-2-yl)carbamate O[C@H](C(CO)NC(OC=1C=C2OC=3C=C(C=CC3C3(C2=CC1)OC(C1=C(C(=C(C(=C13)Cl)Cl)Cl)Cl)=O)N(C1=CC=CC=C1)C)=O)C1=CC=C(C=C1)[N+](=O)[O-]